C[C@H]1CN(CC2=CC=C(C=C12)N1CC(NCC1)C)C1=C2C(=NC=C1)N(N=C2)C (4R)-4-methyl-6-(3-methylpiperazin-1-yl)-2-(1-methylpyrazolo[3,4-b]pyridin-4-yl)-3,4-dihydro-1H-isoquinoline